1-(6-(Difluoromethoxy)pyridin-3-yl)ethanone FC(OC1=CC=C(C=N1)C(C)=O)F